O=CCC(=O)N beta-oxopropionamide